O1C=CC1 oxetene